COC(=O)N1CC(C1)C1=NOC(=N1)C1=CC(=C(C(=C1)NC(=O)C1=CN=C2N1C=C(C=C2)F)C)F 3-(5-(3-fluoro-5-(6-fluoroimidazo[1,2-a]pyridine-3-carboxamido)-4-methylphenyl)-1,2,4-oxadiazol-3-yl)azetidine-1-carboxylic acid methyl ester